o-hydroxybenzoic acid-triethylamine salt C(C)N(CC)CC.OC1=C(C(=O)O)C=CC=C1